O[C@H]1[C@@H](O[C@@H]([C@H]1O)CO)C=1C(CC(N(C1)CNCC=C(C)C)=O)=O 5-((2S,3R,4S,5R)-3,4-dihydroxy-5-(hydroxymethyl)tetrahydrofuran-2-yl)-1-(((3-methylbutan-2-en-1-yl)amino)methyl)pyridine-2,4(1H,3H)-dione